C(C=C)C1(N(CCC1OC)C(=O)[O-])C(=O)OCO[Si](C)(C)C(C)(C)C 2-(((tert-butyldimethylsilyl) oxy) methyl) allyl-3-methoxypyrrolidine-1,2-dicarboxylate